OC[C@H]1N(C[C@@H](C1)OCCOS(=O)(=O)C1=CC=C(C)C=C1)C(=O)OC(C)(C)C tert-Butyl (2S,4R)-2-(hydroxymethyl)-4-(2-(tosyloxy)ethoxy)pyrrolidine-1-carboxylate